OCOC1=CC=C(C(/C=C/C2=CC=CC=C2)=O)C=C1 4'-hydroxymethoxychalcone